C(C)OP(=O)(C)C1=CC=C(C=C1)B(O)O [4-[ethoxy(methyl)phosphoryl]phenyl]boronic acid